C(CCCCCCCCCCCCCCCCCCCCCCCCCCCCC(=O)N)(=O)N hexamethylenebis-lauric acid amide